C(C)(C)(C)/[N+](=C/C1=CC(=C(C=C1)F)C1=NN(C(C2=CC=CC=C12)=O)C1=CC=C(C=C1)F)/[O-] (Z)-N-tert-Butyl-1-(4-fluoro-3-(3-(4-fluorophenyl)-4-oxo-3,4-dihydrophthalazin-1-yl)phenyl)methanimine oxide